N-(2-(tert-butylamino)-1-(4-nitrophenyl)-2-oxoethyl)-N-cyclopentyl-4-(pyridin-1-yl)butanamide C(C)(C)(C)NC(C(C1=CC=C(C=C1)[N+](=O)[O-])N(C(CCCN1CC=CC=C1)=O)C1CCCC1)=O